6-((4-((tertbutyldimethylsilyl)oxy)butyl)(6-hydroxyhexyl)amino)hexyl (S)-2-hexyldecanoate C(CCCCC)[C@H](C(=O)OCCCCCCN(CCCCCCO)CCCCO[Si](C)(C)C(C)(C)C)CCCCCCCC